3-(5-(4-((benzyloxy)methyl)piperidin-1-yl)-1-oxoisoindolin-2-yl)-1-((2-(trimethylsilyl)ethoxy)methyl)piperidine-2,6-dione C(C1=CC=CC=C1)OCC1CCN(CC1)C=1C=C2CN(C(C2=CC1)=O)C1C(N(C(CC1)=O)COCC[Si](C)(C)C)=O